ClC1=CC(=C(CC2=CC=CC3=C2N=C2N3CCN([C@H]2C)CC2=NC3=C(N2C[C@H]2OCC2)C=C(C=C3)C(=O)O)C=C1)F 2-(((S)-9-(4-chloro-2-fluorobenzyl)-1-methyl-3,4-dihydrobenzo[4,5]imidazo[1,2-a]pyrazin-2(1H)-yl)methyl)-1-(((S)-oxetan-2-yl)methyl)-1H-benzo[d]imidazole-6-carboxylic acid